2-[2-fluoro-3-(methylsulfonyl)phenyl]-4,4,5,5-tetramethyl-1,3,2-dioxaborolane FC1=C(C=CC=C1S(=O)(=O)C)B1OC(C(O1)(C)C)(C)C